FC(C(=O)O)(F)F.C(C)(C)N1CCC(=CC1)C1=CC2=C(C=3N(CCC2NC=2C=C(C#N)C=CC2)N=NC3C)C=C1 3-((9-(1-isopropyl-1,2,3,6-tetrahydropyridin-4-yl)-1-methyl-6,7-dihydro-5H-benzo[c][1,2,3]triazolo[1,5-a]azepin-7-yl)amino)benzonitrile 2,2,2-trifluoroacetate